methyl (3R)-1-(5-((3-fluorophenyl)ethynyl)-2,3-dihydro-1H-inden-1-yl)-piperidine-3-carboxylate FC=1C=C(C=CC1)C#CC=1C=C2CCC(C2=CC1)N1C[C@@H](CCC1)C(=O)OC